1-(2-chloro-4-((6-methoxy-7-(3-(pyrrolidin-1-yl)propoxy)quinazolin-4-yl)oxy)phenyl)-3-(2-Fluorophenyl)urea ClC1=C(C=CC(=C1)OC1=NC=NC2=CC(=C(C=C12)OC)OCCCN1CCCC1)NC(=O)NC1=C(C=CC=C1)F